3-((3S,4S)-4-amino-3-methyl-2-oxa-8-azaspiro[4.5]Dec-8-yl)-5-((2-(trimethylsilyl)ethoxy)methyl)-5H-pyrrole N[C@@H]1[C@@H](OCC12CCN(CC2)C=2C=NC(C2)COCC[Si](C)(C)C)C